N-methyl-naphthylamine CNC1=CC=CC2=CC=CC=C12